CC(CN1C(C=CC2=C1N=C(N=C2)N[C@@H](C)C2=CC1=CC=CC=C1C=C2)=O)(C)C 8-(2,2-Dimethylpropyl)-2-{[(1S)-1-(naphthalen-2-yl)ethyl]amino}pyrido[2,3-d]pyrimidin-7(8H)-on